(2S)-2-[[(E)-3-(3,4-dimethoxyphenyl)prop-2-enoyl]amino]-N-[4-(hydroxycarbamoyl)phenyl]-3-(3-pyridinyl)propanamide COC=1C=C(C=CC1OC)/C=C/C(=O)N[C@H](C(=O)NC1=CC=C(C=C1)C(NO)=O)CC=1C=NC=CC1